Cl.N1CC(C1)N1N=CC(=C1)C1OCCN(C1)C=1N=C(C=2N=C(N(C(C2N1)=O)C)C)C1=C(C=C(C=C1)Cl)F 6-(2-(1-(azetidin-3-yl)-1H-pyrazol-4-yl)morpholino)-8-(4-chloro-2-fluorophenyl)-2,3-dimethylpyrimido[5,4-d]pyrimidin-4(3H)-one hydrochloride salt